4-(carbobenzoxy)butyric acid C(=O)(OCC1=CC=CC=C1)CCCC(=O)O